CO[Si](CCCNCCNCCC[Si](OC)(OC)OC)(OC)OC N,N'-bis[(3-trimethoxysilyl)propyl]ethylenediamine